(benzyloxy)carbonyl-L-serine C(C1=CC=CC=C1)OC(=O)N[C@@H](CO)C(=O)O